chloroserine butyl ester C(CCC)OC([C@@H](NCl)CO)=O